N-[[3-[4-[2-(2-methoxyethoxy)phenyl]-1-(1,2,3,4-tetrahydroisoquinolin-6-yl)-6,7-dihydro-5H-cyclopenta[c]pyridin-3-yl]phenyl]methyl]prop-2-enamide COCCOC1=C(C=CC=C1)C=1C2=C(C(=NC1C=1C=C(C=CC1)CNC(C=C)=O)C=1C=C3CCNCC3=CC1)CCC2